CN1C(C2=CC(=CC=C2C=C1)[N+](=O)[O-])=O 2-Methyl-7-nitro-2H-isoquinolin-1-one